(S)-(m-fluorophenyl){4-[2-(3-pyridyl)ethyl]-7-azabicyclo[2.2.1]hept-1-yl}methanol FC=1C=C(C=CC1)[C@H](O)C12CCC(CC1)(N2)CCC=2C=NC=CC2